[8-(6-methoxypyridazin-4-yl)-6H-isochromeno[3,4-b]pyridin-3-yl]pyrrolidin COC1=CC(=CN=N1)C=1C=CC2=C(C1)COC1=NC(=CC=C12)N1CCCC1